5'-O-((2-cyanoethoxy)(5'-O-(4,4'-dimethoxytrityl)-2'-O-(tert-butyldimethylsilyl)uridine-3'-yl)phosphoryl)-2'-O-(tert-butyldimethylsilyl)uridine C(#N)CCOP(=O)([C@@]1([C@H]([C@@H](O[C@@H]1COC(C1=CC=C(C=C1)OC)(C1=CC=C(C=C1)OC)C1=CC=CC=C1)N1C(=O)NC(=O)C=C1)O[Si](C)(C)C(C)(C)C)O)OC[C@@H]1[C@H]([C@H]([C@@H](O1)N1C(=O)NC(=O)C=C1)O[Si](C)(C)C(C)(C)C)O